2,2-di(furan-2-yl)propane O1C(=CC=C1)C(C)(C)C=1OC=CC1